(R)-6-(3-amino-6-(4-(dimethylamino)chroman-6-yl)-5-fluoro-pyrazin-2-yl)-8-fluoro-3,4-dihydro-isoquinolin-1(2H)-one NC=1C(=NC(=C(N1)F)C=1C=C2[C@@H](CCOC2=CC1)N(C)C)C=1C=C2CCNC(C2=C(C1)F)=O